(2E)-2-methoxyimino-N-(1-methylcyclopropyl)-3-[(1-methylpyrazol-4-yl)methyl]-4-oxo-8-[(2R)-1,2-dimethyl-4-piperidinyl]-1H-quinazoline-6-sulfonamide CO\N=C\1/NC2=C(C=C(C=C2C(N1CC=1C=NN(C1)C)=O)S(=O)(=O)NC1(CC1)C)C1C[C@H](N(CC1)C)C